N-[5-(6-Ethyl-2,3-dihydro-2-methyl-3-oxo-4-pyridazinyl)-2,4-dimethylphenyl]-1,1,1-trifluoromethanesulfonamide C(C)C=1C=C(C(N(N1)C)=O)C=1C(=CC(=C(C1)NS(=O)(=O)C(F)(F)F)C)C